C(C)(C)(C)OC(=O)N1C[C@@H]2C([C@@H]2C1)NC=1C(=CN(C(C1)=O)C1(CC1)C(F)F)C(=O)O 4-(((1R,5S)-3-(tert-butoxycarbonyl)-3-azabicyclo[3.1.0]hexan-6-yl)amino)-1-(1-(difluoromethyl)cyclopropyl)-6-oxo-1,6-dihydropyridine-3-carboxylic acid